ethyl-2-(dimethylaminomethyl)-3-oxo-butanoic acid methyl ester COC(C(C(C)=O)(CN(C)C)CC)=O